BrC1=CC(=C(C=C1)N1CN(C(C2=CC=C(C=C12)C(F)(F)F)=O)C1=CNC(C=C1)=O)C 1-(4-bromo-2-methylphenyl)-3-(6-oxo-1,6-dihydropyridin-3-yl)-7-(trifluoromethyl)-2,3-dihydroquinazolin-4(1H)-one